FC1(CCCCC1)CNC=1N=CC2=C(N1)NC=C2C=2C=C1C=CC=NC1=CC2 N-((1-fluorocyclohexyl)methyl)-5-(quinolin-6-yl)-7H-pyrrolo[2,3-d]pyrimidin-2-amine